Methyl (2S,3R)-3-hydroxy-2-(4-((5-((4-methylpiperazin-1-yl)methyl)furan-2-yl)buta-1,3-diynyl)benzamido)butanoate O[C@@H]([C@@H](C(=O)OC)NC(C1=CC=C(C=C1)C#CC#CC=1OC(=CC1)CN1CCN(CC1)C)=O)C